C(C)(C)(C)C1=CC=C(C=C1)C=1N(C(=NN1)SCC(=O)N1CCOCC1)C1=CC=CC=C1 ((5-(4-(tert-butyl)phenyl)-4-phenyl-4H-1,2,4-triazol-3-yl)thio)-1-morpholinoethane-1-one